4-(5-azaspiro[2.4]heptan-5-ylmethyl)-6-cyclopropyl-N-(3-(3-(fluoro(4-methyl-4H-1,2,4-triazol-3-yl)methyl)oxetan-3-yl)phenyl)picolinamide C1CC12CN(CC2)CC2=CC(=NC(=C2)C2CC2)C(=O)NC2=CC(=CC=C2)C2(COC2)C(C2=NN=CN2C)F